(5-Fluoro-3H-benzo[e]indol-2-yl)-(4-hydroxy-3-methoxy-phenyl)-meth-anone FC=1C2=C(C=3C=C(NC3C1)C(=O)C1=CC(=C(C=C1)O)OC)C=CC=C2